F[C@@H]([C@@H](C)C=1C=C(C=CC1)N1C(C2=CC=CC(=C2C1)C(F)(F)F)=O)C1=NN=CN1C 2-(3-((1S,2S)-1-fluoro-1-(4-methyl-4H-1,2,4-triazol-3-yl)propan-2-yl)phenyl)-4-(trifluoromethyl)isoindolin-1-one